C(C1=CC=CC=C1)C1=CN=C(N=N1)N1CCC2(CC1)[C@@H](C1=CC=CC=C1C2)NS(=O)C(C)(C)C N-((S)-1'-(6-benzyl-1,2,4-triazin-3-yl)-1,3-dihydrospiro[inden-2,4'-piperidin]-1-yl)-2-methylpropan-2-sulfinamide